4-(4-(dimethylamino)piperidin-1-yl)-3-((4,6-dimethoxypyrimidin-2-yl)thio)benzonitrile CN(C1CCN(CC1)C1=C(C=C(C#N)C=C1)SC1=NC(=CC(=N1)OC)OC)C